C(CCCCCC)C1=CC=C2C=CC(=CC2=C1)NC(=O)N1CCN(CC1)C(=O)OC(C)(C)C tert-butyl 4-((7-heptylnaphthalen-2-yl)carbamoyl)piperazine-1-carboxylate